CC1(COCCC1C1=NC2=CC=C(C=C2C=C1)C=C)C 2-(3,3-Dimethyltetrahydro-2H-pyran-4-yl)-6-vinylquinoline